Monobromomethyl-benzene BrCC1=CC=CC=C1